(di-tert-butyl-(3-trifluoromethoxyphenyl)phosphin) Palladium [Pd].C(C)(C)(C)P(C1=CC(=CC=C1)OC(F)(F)F)C(C)(C)C